(S)-8-trideuteromethyl-6-(pentafluorosulfanyl)-2-(trifluoromethyl)-2H-chromene-3-carboxylic acid [2H]C(C=1C=C(C=C2C=C([C@H](OC12)C(F)(F)F)C(=O)O)S(F)(F)(F)(F)F)([2H])[2H]